O=C1NC(CCC1C1=C(C=C(C2=C1CCO2)CNC(=O)NCC2=C(C=CC(=C2)OC(F)(F)F)F)F)=O 1-((4-(2,6-dioxopiperidin-3-yl)-5-fluoro-2,3-dihydrobenzofuran-7-yl)methyl)-3-(2-fluoro-5-(trifluoromethoxy)benzyl)urea